NC1=CC(=C(C=C1)C1=CN(C=2N=C(N=C(C21)N)C)C)Cl 5-(4-amino-2-chlorophenyl)-2,7-dimethyl-7H-pyrrolo[2,3-d]pyrimidin-4-amine